Cl.Cl.NC\C=C(\CN1C(=C(C2=NC(=CC=C21)F)CC2=CC=C(C=C2)S(=O)(=O)N(C)C)C)/F (Z)-4-((1-(4-amino-2-fluorobut-2-en-1-yl)-5-fluoro-2-methyl-1H-pyrrolo[3,2-b]pyridin-3-yl)methyl)-N,N-dimethylbenzenesulfonamide dihydrochloride